2-(4-(3,5-bis(hydroxymethyl)phenoxy)butyl)isoindoline-1,3-dione OCC=1C=C(OCCCCN2C(C3=CC=CC=C3C2=O)=O)C=C(C1)CO